(R)-3-(3,3-difluorobutyl)-8-methoxy-2-methyl-5-phenyl-7-(trifluoromethyl)-2,3,4,5-tetrahydrobenzo[f][1,2,5]thiadiazepine 1,1-dioxide FC(CC[C@H]1N(S(C2=C(N(C1)C1=CC=CC=C1)C=C(C(=C2)OC)C(F)(F)F)(=O)=O)C)(C)F